1-[3-[2-[2-(3-Imidazol-1-ylpropylsulfanyl)ethylsulfanyl]ethylsulfanyl]propyl]imidazol N1(C=NC=C1)CCCSCCSCCSCCCN1C=NC=C1